BrC1=CC(=C(C(=C1)F)[C@H]1N([C@@H](CC2=C3C(=CC=C12)N(N=C3)C3OCCCC3)C)CC(F)(F)F)F (6S,8R)-6-(4-bromo-2,6-difluorophenyl)-8-methyl-3-(tetrahydro-2H-pyran-2-yl)-7-(2,2,2-trifluoroethyl)-6,7,8,9-tetrahydro-3H-pyrazolo[4,3-f]isoquinoline